N-(2-((5-(aminomethyl)pyridin-2-yl)amino)benzo[d]thiazol-6-yl)thiophene-2-sulfonamide hydrochloride Cl.NCC=1C=CC(=NC1)NC=1SC2=C(N1)C=CC(=C2)NS(=O)(=O)C=2SC=CC2